5-chloro-2-fluoro-4-(((5-(2,2,2-trifluoroethoxy)pyridin-2-yl)oxy)methyl)benzoic acid ClC=1C(=CC(=C(C(=O)O)C1)F)COC1=NC=C(C=C1)OCC(F)(F)F